(R)-1-methyl-N-(5-(5-(1-methylcyclopropyl)-1,2,4-oxadiazol-3-yl)-2,3-dihydro-1H-inden-1-yl)-1H-pyrazole-5-carboxamide CN1N=CC=C1C(=O)N[C@@H]1CCC2=CC(=CC=C12)C1=NOC(=N1)C1(CC1)C